2-((3r,5r,7r)-adamantan-1-yl)-4-bromophenol C12(CC3CC(CC(C1)C3)C2)C2=C(C=CC(=C2)Br)O